N12CCCN=C2CCC1 1,5-diazabicyclo-[4.3.0]non-5-ene